C(C=C)(=O)OCCCP(=O)=C(O)C[N+](C)(C)C acryloyloxypropyl-phosphorylcholine